tert-butyl 4-(2-(3,6-dihydro-2H-pyran-4-yl)-5-(4-ethoxy-4-oxobutyl)-7-oxo-4-((2-(trimethylsilyl)ethoxy)methyl)-4,7-dihydro-[1,2,4]triazolo[1,5-a]pyrimidin-6-yl)piperazine-1-carboxylate O1CCC(=CC1)C1=NN2C(N(C(=C(C2=O)N2CCN(CC2)C(=O)OC(C)(C)C)CCCC(=O)OCC)COCC[Si](C)(C)C)=N1